N,N-dimethylaminoethyl methacrylate (N,N-Dimethylaminoethyl Methacrylate) CN(C)CCC=C(C(=O)O)C.C(C(=C)C)(=O)OCCN(C)C